1-(4-(((3-(difluoromethyl)-4-methylpyrimido[4',5':4,5]thieno[2,3-c]pyridazin-8-yl)amino)methyl)phenyl)cyclobutan-1-ol FC(C1=C(C2=C(N=N1)SC1=C2N=CN=C1NCC1=CC=C(C=C1)C1(CCC1)O)C)F